(2S)-1-tert-butoxycarbonyl-pyrrolidine-2-carboxylic acid C(C)(C)(C)OC(=O)N1[C@@H](CCC1)C(=O)O